2,3-dichlorophenylpiperazine hydrochloride C1CN(CCN1)C2=C(C(=CC=C2)Cl)Cl.Cl